N=1C=CN2C1C=CC(=C2)C=2C=NN1C2C(NC[C@@H]1C)=O (7S)-3-(imidazo[1,2-a]pyridin-6-yl)-7-methyl-6,7-dihydropyrazolo[1,5-a]pyrazin-4(5H)-one